2-(4-bromo-2-fluorobenzyl)-3-methyl-naphthalene-1,4-dione BrC1=CC(=C(CC=2C(C3=CC=CC=C3C(C2C)=O)=O)C=C1)F